FC=1C=C2CCC(C2=CC1)NC1=CC=C(C=N1)C=1C=NC=C(C1)S(=O)(=O)C N-(5-fluoro-2,3-dihydro-1H-inden-1-yl)-5'-(methylsulfonyl)-[3,3'-bipyridin]-6-amine